N4-(2-hydroxyethyl)fumaramide OCCNC(/C=C/C(=O)N)=O